5-((5-(5-cyclopropylpyridin-2-yl)oxazol-2-yl)amino)picolinonitrile C1(CC1)C=1C=CC(=NC1)C1=CN=C(O1)NC=1C=CC(=NC1)C#N